5,6-dihydropyridine-1(2H)-carboxylic acid isopropyl ester C(C)(C)OC(=O)N1CC=CCC1